NC=1C2=C(N=C(N1)Cl)N(C=C2Br)[C@@H]2C[C@@H]([C@@H]1[C@H]2OC(O1)(C)C)C=1C=C(C=CC1)CO {3-[(3aR,4R,6R,6aS)-6-{4-amino-5-bromo-2-chloropyrrolo[2,3-d]pyrimidin-7-yl}-2,2-dimethyl-tetrahydro-3aH-cyclopenta[d][1,3]dioxol-4-yl]phenyl}methanol